1-(2-(4-Chlorophenyl)oxazol-5-yl)-N-methylmethanamine ClC1=CC=C(C=C1)C=1OC(=CN1)CNC